7-(cyclopentylamino)-5-fluoro-2-(((1-(pyridin-2-ylmethyl)piperidin-4-yl)thio)methyl)quinazolin-4(3H)-one C1(CCCC1)NC1=CC(=C2C(NC(=NC2=C1)CSC1CCN(CC1)CC1=NC=CC=C1)=O)F